(Z)-S-(2-(N-((4-amino-2-methylpyrimidin-5-yl)methyl)formamido)-5-(phosphonooxy)pent-2-en-3-yl)2-nitrobenzothioate NC1=NC(=NC=C1CN(C=O)C(C)=C(CCOP(=O)(O)O)\S=C(\C1=C(C=CC=C1)[N+](=O)[O-])/[O-])C